C(C)C(O)(C(O)CO)CCCCCC ETHYLHEXYLGLYCEROL